CN(C(OC1=CC=C2C(=CC=NC2=C1)NC1=CN=NC(=C1)C1=C(C=CC(=C1)Cl)F)=O)CCN1CCN(CC1)C 4-{[6-(5-Chloro-2-Fluorophenyl)Pyridazin-4-yl]Amino}Quinolin-7-yl N-Methyl-N-[2-(4-Methylpiperazin-1-yl)Ethyl]Carbamat